(1R,2s,5r)-N-(4-(cyanomethyl)phenyl)menthyl-carboxamide C(#N)CC1=CC=C(C=C1)NC(=O)C1C[C@@H](CCC1C(C)C)C